(1S)-2,2-difluoro-4-(3-methylsulfonylphenoxy)-7-(trifluoromethylsulfonyl)indan-1-ol FC1([C@H](C2=C(C=CC(=C2C1)OC1=CC(=CC=C1)S(=O)(=O)C)S(=O)(=O)C(F)(F)F)O)F